CC1CC2(N(C(C1)C2)C(NC2=CC(=C(C=C2)C(F)(F)F)C2=NN(C=C2)C)=O)C(=O)O cis-3-methyl-6-((3-(1-methyl-1H-pyrazol-3-yl)-4-(trifluoromethyl)phenyl)carbamoyl)-6-azabicyclo[3.1.1]heptane-1-carboxylic acid